ClC=1C(=NC=C(N1)Cl)/C(/C)=N/N[C@H](C)C1=C(C=C(C=C1)Cl)Cl (R,E)-3,5-dichloro-2-(1-(2-(1-(2,4-dichlorophenyl)ethyl)hydrazono)ethyl)pyrazine